(2S)-1-(5-((3-fluoro-phenyl)ethynyl)-2,3-dihydro-1H-inden-1-yl)piperidine-2-carboxylic acid methyl ester COC(=O)[C@H]1N(CCCC1)C1CCC2=CC(=CC=C12)C#CC1=CC(=CC=C1)F